3-(1-methyl-6-(4-(piperazin-1-ylmethyl)piperidine-1-carbonyl)-1H-indazol-3-yl)piperidine-2,6-dione CN1N=C(C2=CC=C(C=C12)C(=O)N1CCC(CC1)CN1CCNCC1)C1C(NC(CC1)=O)=O